C12C(C(CC(C1(C)C)C2)=NO)C pinanone oxime